C(C=C)(=O)NC=1C=CC(=C(C1)C1=CC(=C(C(=C1)N(C1CCOCC1)CC)C)C(=O)NCC=1C(NC(=CC1C)C)=O)C 5'-acrylamido-N-((4,6-dimethyl-2-oxo-1,2-dihydropyridin-3-yl)methyl)-5-(ethyl-(tetrahydro-2H-pyran-4-yl)amino)-2',4-dimethyl-[1,1'-biphenyl]-3-carboxamide